lithium azulenide [C-]1=CC=C2C=CC=CC=C12.[Li+]